7-((3-(2-Methylpyridin-4-yl)pyrazolo[1,5-a]pyrimidin-6-yl)methyl)-2-oxa-7-azaspiro[3.5]nonane CC1=NC=CC(=C1)C=1C=NN2C1N=CC(=C2)CN2CCC1(COC1)CC2